FC=1C=C(C=CC1)C=1N=CC=2N(C1)C(=NC2)C2=CC=C(C(=O)NCCOC)C=C2 4-(6-(3-fluorophenyl)imidazo[1,5-a]pyrazin-3-yl)-N-(2-methoxyethyl)benzamide